COC=1C=C(C=CC1OC)C=1N=C2N(C[C@@H](CC2)C2CCNCC2)C1 (S)-2-(3,4-dimethoxyphenyl)-6-(piperidin-4-yl)-5,6,7,8-tetrahydroimidazo[1,2-a]pyridine